OC1=CC(=C(C=C1)NC(C)=O)C1=NC=2C(=NC=CC2C2CCN(CC2)C(C2=CC=C(C=C2)OC(F)(F)F)=O)N1 N-[4-hydroxy-2-[7-[1-[4-(trifluoromethoxy)benzoyl]-4-piperidyl]-3H-imidazo[4,5-b]pyridin-2-yl]phenyl]acetamide